N-(1-(4-(3-fluoro-5-(trifluoromethyl)benzyl)pyridin-2-yl)-4,5,6,7-tetrahydro-1H-benzo[d][1,2,3]triazol-4-yl)propionamide FC=1C=C(CC2=CC(=NC=C2)N2N=NC3=C2CCCC3NC(CC)=O)C=C(C1)C(F)(F)F